3-(1-methyl-1H-pyrazol-4-yl)-N-(4-(4-((1-methylpiperidin-4-yl)amino)-4-oxobutyl)-1-phenyl-1H-imidazol-2-yl)benzamide CN1N=CC(=C1)C=1C=C(C(=O)NC=2N(C=C(N2)CCCC(=O)NC2CCN(CC2)C)C2=CC=CC=C2)C=CC1